FC1(CCC(CC1)C1=NC=CC(=C1NC(=O)C1=CC(=NO1)OC)C1=C(C=CC(=C1)F)F)F N-(2-(4,4-difluorocyclohexyl)-4-(2,5-difluorophenyl)pyridin-3-yl)-3-methoxyisoxazole-5-carboxamide